1-[4-(4-ethylphenoxy)-3-[(1H-pyrazol-1-yl)methyl]phenyl]-3-methyl-1,3,5-triazine-2,4,6-trione C(C)C1=CC=C(OC2=C(C=C(C=C2)N2C(N(C(NC2=O)=O)C)=O)CN2N=CC=C2)C=C1